CC1=CC(=NC(=C1)N1CCN(CC1)C)N1CC2(C=3C=NC(=CC31)NC(C)=O)CC2 N-(1'-(4-methyl-6-(4-methylpiperazin-1-yl)pyridin-2-yl)-1',2'-dihydrospiro[cyclopropane-1,3'-pyrrolo[3,2-c]pyridin]-6'-yl)acetamide